CC1(CN2C(O1)=NC(=C2)[N+](=O)[O-])CN (2-methyl-6-nitro-2,3-dihydroimidazo[2,1-b]oxazol-2-yl)methylamine